8-[4-(methylamino)phenyl]-3H-pyrano[2,3-e]benzimidazol-6-one CNC1=CC=C(C=C1)C1=CC(C2=C(C3=C(NC=N3)C=C2)O1)=O